C1(=CC=CC=C1)C1N(NC=C1)C1=CC=CC=C1 3-phenyl-N'-phenyl-1H-pyrazole